(2R,3R,4R,5S)-1-(((R)-1-(benzo[d]thiazol-4-yl)piperidin-3-yl)methyl)-2-methylpiperidine-3,4,5-triol S1C=NC2=C1C=CC=C2N2C[C@H](CCC2)CN2[C@@H]([C@H]([C@@H]([C@H](C2)O)O)O)C